C(C)(C)(C)[Si](OC[C@H]1OC1)(C)C tert-butyl-dimethyl-[[(2S)-oxiran-2-yl]methoxy]silane